N1CCC(CCC1)C(CCC)C1=NC2=CC=C(C=C2C(N1CC)=O)F 2-(1-(azepan-4-yl)butyl)-3-ethyl-6-fluoroquinazolin-4(3H)-one